3-(3-chloro-4-fluorophenyl)-1-(1-(1-oxo-1,2-dihydroisoquinolin-4-yl)ethyl)-1-propylurea ClC=1C=C(C=CC1F)NC(N(CCC)C(C)C1=CNC(C2=CC=CC=C12)=O)=O